methyl 4-((4-((4-(((2-chloro-[1,1'-biphenyl]-4-yl)methyl)amino)butyl)amino)butyl)amino)-1H-indazole-6-carboxylate ClC1=C(C=CC(=C1)CNCCCCNCCCCNC1=C2C=NNC2=CC(=C1)C(=O)OC)C1=CC=CC=C1